2,5-Furandicarboxylic acid diglycidyl ester C(C1CO1)OC(=O)C=1OC(=CC1)C(=O)OCC1CO1